5-(4-fluoro-2-methylphenyl)-1,6-dimethyl-4-oxopyridazine-3-carboxamide FC1=CC(=C(C=C1)C=1C(C(=NN(C1C)C)C(=O)N)=O)C